N[C@H](C(=O)O)CCN(CC1=C(C=CC=C1)OC1=CC(=CC=C1)F)CC1=C(C=CC=C1)OCC1=CC=C(C=C1)F (S)-2-amino-4-((2-((4-fluorobenzyl)oxy)benzyl)(2-(3-fluorophenoxy)benzyl)amino)butanoic acid